C1(=CC=CC=C1)C(C(=O)O)=C.NCCCCCCCN1C(CCC1=O)=O N-aminoheptyl-succinimide 2-phenylacrylate